C(CC)(=O)OC1=CC(=C(C(=C1)C(C)(C)C)O)C(C)(C)C (3',5'-di-t-butyl-4'-hydroxyphenyl) propionate